BrC=1C=C2N(N=CC(=C2Cl)C(=NC2=C(C=CC=C2C)C)N)C1 6-bromo-4-chloro-N'-(2,6-dimethylphenyl)pyrrolo[1,2-b]pyridazine-3-carboxamidine